spiro[fluorene-9,9'-dibenzopyran] C1=CC=CC2=C1C=1C(=CO2)C=CC2(C1)C1=CC=CC=C1C=1C=CC=CC12